C[Pt](C1(C=CC=C1)C)(C)C Trimethyl-(methylcyclopentadienyl)platinum